C(C)(C)(C)OC(=O)N1CCC(CC1)C=1C=C2CN3[C@@H](C2=CC1)CN(C[C@H]3C)C3=CC(N(C1=NC=CC=C31)C)=O 4-[(4R,10bS)-4-methyl-2-(1-methyl-2-oxo-1,8-naphthyridin-4-yl)-3,4,6,10b-tetrahydro-1H-pyrazino[2,1-a]isoindol-8-yl]piperidine-1-carboxylic acid tert-butyl ester